NC1=NC=C(C(=N1)C1=C(C=CC=C1)Cl)C(=O)N1CCOCC1 (2-amino-4-(2-chlorophenyl)pyrimidin-5-yl)(morpholinyl)methanone